C(C=C)(=O)N1C[C@@H]2COC3=C(C(N2CC1)=O)C(=NC(=C3Cl)C3=C(C=CC=C3O)F)N3C[C@@H](N[C@@H](C3)C)C (6aR)-8-acryloyl-4-chloro-1-((3S,5R)-3,5-dimethylpiperazin-1-yl)-3-(2-fluoro-6-hydroxyphenyl)-6,6a,7,8,9,10-hexahydro-12H-pyrazino[2,1-c]pyrido[3,4-f][1,4]oxazepin-12-one